CC1=C(C=C(C=2N1N=CN2)C)C2=C(C=C1C(=NNC1=C2)C2CCNCC2)C 5,8-dimethyl-6-(5-methyl-3-(piperidin-4-yl)-1H-indazol-6-yl)-[1,2,4]triazolo[1,5-a]pyridine